C(C)OCC1(CN(CC1)CC=1N(C=CC1)C=1C=NC=CC1)CCC1=CC=CC=C1 3-(2-((3-(ethoxymethyl)-3-phenethylpyrrolidin-1-yl)methyl)-1H-pyrrol-1-yl)pyridine